FC=1C=CC2=C(N=CO2)C1 5-fluorobenzo[d]oxazol